O.O.O.[Cl-].CN(C=1C=CC2=NC3=CC=C(C=C3[S+]=C2C1)N(C)C)C 3,7-bis(dimethylamino)phenothiazine-5-ium chloride trihydrate